ClC=1C=C(C(=NC1)N(C(C(=CO)NC(C1=CC=CC=C1)(C1=CC=CC=C1)C1=CC=CC=C1)=O)C)F (S)-N-(5-chloro-3-fluoropyridin-2-yl)-3-hydroxy-N-methyl-2-(tritylamino)-propenamide